4-(3-(3-fluoro-2-methylphenyl)acryloyl)-N-hydroxybenzoamide FC=1C(=C(C=CC1)C=CC(=O)C1=CC=C(C(=O)NO)C=C1)C